FC1=CC=C(C=C1)C(C)C=1C=C(CC2=C(C=C(C=C2C)NC(CC(=O)OCC)=O)C)C=CC1O ethyl 3-((4-(3-(1-(4-fluorophenyl)ethyl)-4-hydroxybenzyl)-3,5-dimethylphenyl)amino)-3-oxopropanoate